CC1=C(C(C(=C1C)C)C)C1=CC=C(C=C1)C1=CC=CC=C1 4-(2,3,4,5-tetramethylcyclopenta-1,3-dien-1-yl)-1,1'-biphenyl